hydroxy-4-methylpiperidin ON1CCC(CC1)C